4-(4-(2-amino-6-chloroquinazolin-7-yl)piperazin-1-yl)-4-methyltetrahydrofuran-3-ol NC1=NC2=CC(=C(C=C2C=N1)Cl)N1CCN(CC1)C1(C(COC1)O)C